O=C1NC(CCC1N1C(C2=CC=CC(=C2C1=O)NCC=1N=NN(C1)C=1C=NC=CC1)=O)=O 2-(2,6-Dioxopiperidin-3-yl)-4-(((1-(pyridin-3-yl)-1H-1,2,3-triazol-4-yl)methyl)amino)isoindoline-1,3-dione